3-(2-((1-methylcyclopentyl)oxycarbonyl)ethylthio)propyltrimethoxysilane CC1(CCCC1)OC(=O)CCSCCC[Si](OC)(OC)OC